CC1=C(C=NN1)C1=CC=C2C(=N1)NC(=C2)C(=O)O 6-(5-methyl-1H-pyrazol-4-yl)-1H-pyrrolo[2,3-b]pyridine-2-carboxylic acid